O1CCC(CC1)CN1C[C@@H]2C([C@@H]2C1)NC=1N=NC(=CC1)C=1C=NC(=CC1)C(F)(F)F (1r,5s,6s)-3-(tetrahydropyran-4-ylmethyl)-N-[6-[6-(trifluoromethyl)-3-pyridinyl]pyridazin-3-yl]-3-azabicyclo[3.1.0]hexane-6-amine